C(C)(=O)N1CC2(C1)C[C@H](N(CC2)CC2=C1C=CNC1=C(C=C2OC)C)C2=C(C=C(C(=O)O)C=C2)NC 4-[(6S)-2-Acetyl-7-[(5-methoxy-7-methyl-1H-indol-4-yl)methyl]-2,7-diazaspiro[3.5]nonan-6-yl]-3-(methylamino)benzoic acid